ClC1=C(C=C(C=C1)NC(OC(C)(C)C)=O)C(NC1=NC=C(C=C1OC)C#CC1=CC=CC=C1)=O tert-butyl N-[4-chloro-3-[[3-methoxy-5-(2-phenylethynyl)-2-pyridyl]carbamoyl]phenyl]carbamate